tert-Butyl 7-((((benzyloxy)carbonyl)amino)methyl)-7-(pyrimidin-2-yl)-3-azabicyclo[4.1.0]heptane-3-carboxylate C(C1=CC=CC=C1)OC(=O)NCC1(C2CCN(CC12)C(=O)OC(C)(C)C)C1=NC=CC=N1